2-(11-ethyl-10-oxo-1,9-diazatricyclo[6.3.1.04,12]dodeca-2,4,6,8(12)-tetraen-2-yl)-3-methyl-imidazo[1,2-b]pyridazine-7-carboxylic acid C(C)C1C(NC=2C=CC=C3C=C(N1C32)C=3N=C2N(N=CC(=C2)C(=O)O)C3C)=O